C(C=1C(C(=O)OCCCCCCCCCCCCCCCC)=CC=CC1)(=O)OCCCCCCCCCCCCCCCC.[Na] sodium cetyl (cetyl) phthalate